4-methoxy-L-phenylalanine COC1=CC=C(C[C@H](N)C(=O)O)C=C1